FC=1C=C(C(=O)OC)C=CC1C=1N(C=C(N1)C(F)(F)F)C=CC Methyl 3-fluoro-4-[1-[prop-1-enyl]-4-(trifluoromethyl)imidazol-2-yl]benzoate